tert-Butyl N-[(1R)-1-[[4-[1-(benzenesulfonyl)pyrrolo[2,3-b]pyridin-4-yl]-2-(trifluoromethyl)phenyl]carbamoyl]-3-methyl-butyl]carbamate C1(=CC=CC=C1)S(=O)(=O)N1C=CC=2C1=NC=CC2C2=CC(=C(C=C2)NC(=O)[C@@H](CC(C)C)NC(OC(C)(C)C)=O)C(F)(F)F